8-methoxy-1,2,3,4-tetrahydro-2,7-naphthyridine COC=1N=CC=C2CCNCC12